N1N=NC(C(C1=O)=O)=O Triazinetrion